C(#N)C1=C(C=CC(=C1)C(F)(F)F)N1CCC(CC1)(C(=O)NC[C@H]1N(CCOC1)C)C=1C=NC(=CC1)C1=C(C=CC=C1)OC 1-[2-cyano-4-(trifluoromethyl)phenyl]-4-[6-(2-methoxyphenyl)pyridin-3-yl]-N-{[(3R)-4-methylmorpholin-3-yl]methyl}piperidine-4-carboxamide